4-(11-(4-(3-(2,6-Dioxopiperidin-3-yl)phenyl)piperidin-1-yl)undecyl)-2-((S)-1-(3-ethoxy-4-methoxyphenyl)-2-(methylsulfonyl)ethyl)isoindoline-1,3-dione O=C1NC(CCC1C=1C=C(C=CC1)C1CCN(CC1)CCCCCCCCCCCC1=C2C(N(C(C2=CC=C1)=O)[C@H](CS(=O)(=O)C)C1=CC(=C(C=C1)OC)OCC)=O)=O